1-(azetidin-3-yl)-7-(dimethylphosphoryl)-3-(4-(trifluoromethyl)phenyl)-1,3-dihydro-2H-imidazo[4,5-b]pyridin-2-one N1CC(C1)N1C(N(C2=NC=CC(=C21)P(=O)(C)C)C2=CC=C(C=C2)C(F)(F)F)=O